C(C)(C)(C)OC(=O)N1C(CNCC1)C1=CC=C(C2=CC=CC=C12)NCCC(=O)OCC (4-((3-ethoxy-3-oxopropyl)amino)naphthalen-1-yl)piperazine-1-carboxylic acid tert-butyl ester